ClC=1N=C(SC1)C([C@H](C[C@H]1C(NCC1)=O)NC([C@@H](CC(C)C)NC(=O)C=1NC2=CC=CC(=C2C1)OC)=O)=O N-((R)-1-(((S)-1-(4-chlorothiazol-2-yl)-1-oxo-3-((S)-2-oxopyrrolidin-3-yl)propan-2-yl)amino)-4-methyl-1-oxopentan-2-yl)-4-methoxy-1H-indole-2-carboxamide